C1(CC1)C([C@@H](C=1N=C2N(N=CC(=C2)CC2C(NC[C@H](C2)C(F)(F)F)=O)C1)NC(=O)C1=CC=NN1CC)C1CC1 N-((1S)-2,2-dicyclopropyl-1-(7-(((5S)-2-oxo-5-(trifluoromethyl)piperidin-3-yl)methyl)imidazo[1,2-b]pyridazin-2-yl)ethyl)-1-ethyl-1H-pyrazole-5-carboxamide